N-[5-(4-cyanophenyl)-[1,2,4]triazolo[1,5-a]pyridin-7-yl]-2-phenylacetamide C(#N)C1=CC=C(C=C1)C1=CC(=CC=2N1N=CN2)NC(CC2=CC=CC=C2)=O